NC1=NC(=CC(=N1)C=1C(=C(C#N)C=CC1)C)C=1N=NN(C1)CC1=CNC2=CC(=CC=C12)C(F)(F)F 3-(2-amino-6-(1-((6-(trifluoromethyl)-1H-indol-3-yl)methyl)-1H-1,2,3-triazol-4-yl)pyrimidin-4-yl)-2-methylbenzonitrile